N-(((2-ACETYLPHENYL)AMINO)CARBONYL)-BETA-ALANINE C(C)(=O)C1=C(C=CC=C1)NC(=O)NCCC(=O)O